3-((4-(4-fluorophenyl)-7-hydroxy-2-oxo-3-(tetrahydro-2H-pyran-4-yl)quinolin-1(2H)-yl)methyl)cyclobutane-1-carboxylic acid FC1=CC=C(C=C1)C1=C(C(N(C2=CC(=CC=C12)O)CC1CC(C1)C(=O)O)=O)C1CCOCC1